C(C)OC(C(C(F)F)C1=CC=C(C=C1)Br)=O.C(C)S(=O)(=O)C1=CC=C(C=C1)CC(=O)NC1=CC=C(C=C1)C1=NC2=C(N1CC1=CC=C(C=C1)C)C=C(C=C2)C 2-(4-(Ethylsulfonyl)phenyl)-N-(4-(6-methyl-1-(4-methylbenzyl)-1H-benzo[d]imidazol-2-yl)phenyl)acetamide ethyl-2-(4-bromophenyl)-3,3-difluoropropionate